1-(2-(2-bromoethoxy)phenyl)-5-(3-methylphenyl)-1,4-pentadien-3-one BrCCOC1=C(C=CC=C1)C=CC(C=CC1=CC(=CC=C1)C)=O